Br.Br.[N+](=O)([O-])C1=CC=C(N)C=C1 para-nitroaniline dihydrobromide